tert-butyl 3-((1-((benzyloxy)carbonyl)azetidin-3-yl)oxy)pyrrolidine-1-carboxylate C(C1=CC=CC=C1)OC(=O)N1CC(C1)OC1CN(CC1)C(=O)OC(C)(C)C